C(CCCCCCCCCCCCCCCCCCCCCCCCCCC)C1=C(C(=CC(=C1)C)CCCCCCCCCCCCCCCCCCCCCCCCCCCC)O 2,6-bisoctacosyl-4-methylphenol